CC1(CNC=2C1=NC(=CC2)C(F)(F)F)C 3,3-dimethyl-5-(trifluoromethyl)-2,3-dihydro-1H-pyrrolo[3,2-b]Pyridine